(E)-3-(8-(tert-Butoxycarbonyl)-3-(p-tolyl)-1,4,8-triazaspiro[4.5]decan-1,3-dien-2-yl)acrylic acid C(C)(C)(C)OC(=O)N1CCC2(N=C(C(=N2)/C=C/C(=O)O)C2=CC=C(C=C2)C)CC1